({2-cyclopropyl-4-[4-(2-methoxy-phenyl)-piperidin-1-yl]-quinazolin-6-yl}-methyl-amino)-acetic acid ethyl ester C(C)OC(CN(C)C=1C=C2C(=NC(=NC2=CC1)C1CC1)N1CCC(CC1)C1=C(C=CC=C1)OC)=O